FC1=C2C(=NC(=NC2=CC=C1)N1[C@@H](CCC1)CO)NC=1N=CN(C1)C1=CC(=C(C(=C1)OC)OC)OC (S)-(1-(5-fluoro-4-((1-(3,4,5-trimethoxyphenyl)-1H-imidazol-4-yl)amino)quinazolin-2-yl)pyrrolidin-2-yl)methanol